Phenylen-Diacrylat C1(=C(C=CC=C1)C=CC(=O)[O-])C=CC(=O)[O-]